4-fluoro-8-(1-methylpiperidin-4-yl)-3-(2,2,2-trifluoroethyl)-2-(trifluoromethyl)chromeno[7,8-d]imidazol-6(3H)-one FC1=CC=2C(C=C(OC2C2=C1N(C(=N2)C(F)(F)F)CC(F)(F)F)C2CCN(CC2)C)=O